2-(2-chloro-3-vinylphenyl)acetonitrile ClC1=C(C=CC=C1C=C)CC#N